NC1=C2C(=NC=N1)N(N=C2C#CC2=CC1=C(N(C=N1)C)C=C2Cl)[C@H]2C[C@@H](N(C2)C(C=C)=O)COC 1-[(2R,4S)-4-[4-Amino-3-[2-(6-chloro-1-methyl-1,3-benzodiazol-5-yl)ethynyl]pyrazolo[3,4-d]pyrimidin-1-yl]-2-(methoxymethyl)pyrrolidin-1-yl]prop-2-en-1-one